(4-bromo-3-methyl-1,2-phenylene)dimethanol tert-butyl-N-[1-[5-[(6-amino-2-dimethylphosphoryl-8-oxo-7H-purin-9-yl)methyl]-2-pyridyl]pyrrolidin-3-yl]carbamate C(C)(C)(C)N(C(=O)OCC1=C(C=CC(=C1C)Br)CO)C1CN(CC1)C1=NC=C(C=C1)CN1C2=NC(=NC(=C2NC1=O)N)P(=O)(C)C